ClC1=CC=2N(C=C1)C=NC2CC(=O)NC2=NC=NC(=C2)NCC=2N=C1N(C(=C(C=C1)C1CC1)F)C2 2-(7-chloroimidazo[1,5-a]pyridin-1-yl)-N-(6-(((6-cyclopropyl-5-fluoroimidazo[1,2-a]pyridin-2-yl)methyl)amino)pyrimidin-4-yl)acetamide